2-((5-fluoro-2-methoxypyridin-4-yl)methoxy)isoindoline-1,3-dione FC=1C(=CC(=NC1)OC)CON1C(C2=CC=CC=C2C1=O)=O